4-Bromo-N-(2-chloro-6-methylpyrimidin-4-yl)-2-(6-azaspiro[2.5]octan-6-yl)benzamide BrC1=CC(=C(C(=O)NC2=NC(=NC(=C2)C)Cl)C=C1)N1CCC2(CC2)CC1